OC(=O)C(F)(F)F.ClC1=NN(C=C1NC1=NC=C2C(=N1)N(C(N(C2)C2=CC=CC=C2)=O)C=2C=C(C=CC2)NC(C=C)=O)C2CCNCC2 N-[3-(7-{[3-chloro-1-(piperidin-4-yl)-1H-pyrazol-4-yl]amino}-2-oxo-3-phenyl-1H,2H,3H,4H-pyrimido[4,5-d][1,3]diazin-1-yl)phenyl]prop-2-enamide TFA salt